tert-butyl {[2-fluoro-5-({[(1R,2S)-2-hydroxycyclohexyl]carbamoyl}amino)phenyl]methyl}[5-(pyrimidin-2-yl)pyridin-3-yl]carbamate FC1=C(C=C(C=C1)NC(N[C@H]1[C@H](CCCC1)O)=O)CN(C(OC(C)(C)C)=O)C=1C=NC=C(C1)C1=NC=CC=N1